4-(9,9-dimethyl-9H-fluoren-2-yl)-6-phenylpyrimidine CC1(C2=CC=CC=C2C=2C=CC(=CC12)C1=NC=NC(=C1)C1=CC=CC=C1)C